3,4-dimethyl-pyrazolium glycolate C(CO)(=O)[O-].CC=1N[NH+]=CC1C